C1(\C=C\CCCC)C(=O)OC1=O trans-2-heptene-1,1-dicarboxylic acid anhydride